Tert-butyl (7-(4,4,5,5-tetramethyl-1,3,2-dioxaborolan-2-yl)-2,3-dihydrobenzofuran-3-yl)carbamate CC1(OB(OC1(C)C)C1=CC=CC=2C(COC21)NC(OC(C)(C)C)=O)C